N-(3-(5-chloro-2-methoxyphenyl)-1-(2-(1-methylazetidin-3-ylamino)-2-oxoethyl)-1H-pyrazol-4-yl)pyrazolo[1,5-a]pyrimidine-3-carboxamide ClC=1C=CC(=C(C1)C1=NN(C=C1NC(=O)C=1C=NN2C1N=CC=C2)CC(=O)NC2CN(C2)C)OC